F[C@@H]1[C@H]2CCC[C@@H](C[C@@H]1OC1=CC=C(N=N1)C1=C(C=C(C=C1)N1N=C(N=C1)C)O)N2 2-(6-(((1r,2r,3s,5s)-2-fluoro-9-azabicyclo[3.3.1]non-3-yl)oxy)pyridazin-3-yl)-5-(3-methyl-1H-1,2,4-triazol-1-yl)phenol